N,N',N'',N'''-tetramethyltetrapalmitylspermine CN(C(C(CN(CCCCN(CCCNC)C)C)CCCCCCCCCCCCCCCC)(CCCCCCCCCCCCCCCC)CCCCCCCCCCCCCCCC)CCCCCCCCCCCCCCCC